6-[[(2S,3R,4R,5R)-3-(3,4-difluoro-2-methoxy-phenyl)-4,5-dimethyl-5-(trifluoromethyl)tetrahydrofuran-2-carbonyl]amino]pyrazine-2-carboxamide FC=1C(=C(C=CC1F)[C@@H]1[C@H](O[C@]([C@@H]1C)(C(F)(F)F)C)C(=O)NC1=CN=CC(=N1)C(=O)N)OC